(1R,4R)-N-(4-fluorophenyl)-5-(4-methoxyphenyl)-2,5-diazabicyclo[2.2.1]heptane-2-carboxamide FC1=CC=C(C=C1)NC(=O)N1[C@H]2CN([C@@H](C1)C2)C2=CC=C(C=C2)OC